O=C1N(CC2=CC(=CC=C12)B1OC(C(O1)(C)C)(C)C)C1C(NC(CC1)=O)=O 3-[3-oxo-6-(4,4,5,5-tetramethyl-1,3,2-dioxaborolan-2-yl)-1H-isoindol-2-yl]piperidine-2,6-dione